(1S,2S,6R,8S)-4-(7-chloro-benzofuran-3-yl-methyl)-2,9,9-trimethyl-3,5-dioxa-4-bora-tricyclo[6.1.1.02,6]decane ClC1=CC=CC=2C(=COC21)CB2O[C@]1([C@@H]3C([C@H](C[C@H]1O2)C3)(C)C)C